C1(CCC1)NC1=CC(=NC(=N1)N1CCCCC1)C(=O)NC[C@@H](O)[C@H]1N(CC2=CC(=CC=C2C1)OCOC)C(=O)OC(C)(C)C tert-butyl (3S)-3-[(1R)-2-[[6-(cyclobutylamino)-2-(1-piperidyl)pyrimidine-4-carbonyl]amino]-1-hydroxy-ethyl]-7-(methoxymethoxy)-3,4-dihydro-1H-isoquinoline-2-carboxylate